1-methyl-4-prop-2-ylcyclohex-1,3-dien CC1=CC=C(CC1)C(C)C